N,N-dimethyl-2-methyl-3-butene-1-amine CN(CC(C=C)C)C